2'-Chloro-N-(5-(4-(difluoromethyl)-3-methyl-picolinoyl)-5,6-dihydro-4H-pyrrolo[3,4-d]thiazol-2-yl)-5'-methoxy-6-methyl-[4,4'-bipyridine]-3-carboxamide ClC1=NC=C(C(=C1)C1=C(C=NC(=C1)C)C(=O)NC=1SC2=C(N1)CN(C2)C(C2=NC=CC(=C2C)C(F)F)=O)OC